4-(1-((6-(4,4-dimethyl-[1,3'-bipiperidin]-1'-yl)pyridazin-3-yl)methyl)-1H-1,2,3-triazol-4-yl)-6-methoxy-1-(tetrahydro-2H-pyran-2-yl)-1H-indazole CC1(CCN(CC1)C1CN(CCC1)C1=CC=C(N=N1)CN1N=NC(=C1)C1=C2C=NN(C2=CC(=C1)OC)C1OCCCC1)C